NC1=C(C(=O)NCCCNC(C2=C(C=CC=C2)N)=O)C=CC=C1 N1-(3-[(2-aminobenzoyl)amino]propyl)-2-aminobenzamide